3-(2-tert-butylpyrazol-3-yl)-5-(4-chlorophenyl)-N-(2-cyanoprop-2-yl)benzamide C(C)(C)(C)N1N=CC=C1C=1C=C(C(=O)NC(C)(C)C#N)C=C(C1)C1=CC=C(C=C1)Cl